[N+](=O)([O-])C1=CC=C(C=C1)C1=NC(=NC(=N1)N)N (4-nitrophenyl)-1,3,5-triazine-2,4-diamine